C(C)(C)(C)C1=CC=C(C=C1)C=1C=C2CCN(C(C2=CC1)=O)C=1C=CC(=C(C1)NS(=O)(=O)C(C)C)OCOCCOC N-(5-(6-(4-(tert-butyl)phenyl)-1-oxo-3,4-dihydroisoquinolin-2(1H)-yl)-2-((2-methoxyethoxy)methoxy)phenyl)propane-2-sulfonamide